3-methylcyclopentan-1,2-dione CC1C(C(CC1)=O)=O